FC=1C=C(C=C2CC3(C(NC12)=O)CC3)C3N(C[C@H](CC3)C)C(C(=O)OC)=O methyl 2-((5S)-2-(8'-fluoro-2'-oxo-1',4'-dihydro-2'H-spiro[cyclopropane-1,3'-quinolin]-6'-yl)-5-methylpiperidin-1-yl)-2-oxoacetate